NC1=CC=C(C=2C1=NON2)C2=CN(C=1N=CN=C(C12)N(C(OC(C)(C)C)=O)C(=O)OC(C)(C)C)C1CC1 TERT-BUTYL (5-(7-AMINOBENZO[C][1,2,5]OXADIAZOL-4-YL)-7-CYCLOPROPYL-7H-PYRROLO[2,3-D]PYRIMIDIN-4-YL)(TERT-BUTOXYCARBONYL)CARBAMATE